3-(6-bromo-1-methyl-indazol-3-yl)-3-methyl-piperidine-2,6-dione BrC1=CC=C2C(=NN(C2=C1)C)C1(C(NC(CC1)=O)=O)C